C([C@@H]1[C@H]([C@@H]([C@H]([C@H](O1)O[C@@H]2[C@@H]([C@H]([C@@H]([C@H](O2)CO)O)O)O)O)O)O)O d-trehalose